1-methyl-4-(4,4,5,5-tetramethyl-1,3,2-dioxaborolan-2-yl)benzo[d]imidazole CN1C=NC2=C1C=CC=C2B2OC(C(O2)(C)C)(C)C